CC1=CC2=C(C=C1C(=O)O)N(C3=NC(=O)NC(=O)C3=N2)C[C@@H]([C@@H]([C@@H](COP(=O)(O)O)O)O)O The molecule is a flavin mononucleotide that is FMN in which the 8-methyl group has been oxidised to the corresponding carboxylic acid. It is a flavin mononucleotide, a ribitol phosphate and an aromatic carboxylic acid. It derives from a FMN. It is a conjugate acid of an 8-carboxy-8-demethylriboflavin 5'-phosphate(4-).